sodium dodecyl amino diacetate C(C)(=O)OCCCCCCCCCCCC.C(C)(=O)ON.[Na]